N-(5-((6-((R)-3-(2,4-difluorophenyl)isoxazolidine-2-yl)pyrimidine-4-yl)amino)-2-(4-(2-(dimethylamino)ethyl)-piperazine-1-yl)-4-methoxyphenyl)acrylamide FC1=C(C=CC(=C1)F)[C@@H]1N(OCC1)C1=CC(=NC=N1)NC=1C(=CC(=C(C1)NC(C=C)=O)N1CCN(CC1)CCN(C)C)OC